methyl 5-benzyl-3-((3-methoxybenzamido)methyl)-4,5-dihydroisoxazole-5-carboxylate C(C1=CC=CC=C1)C1(CC(=NO1)CNC(C1=CC(=CC=C1)OC)=O)C(=O)OC